BrC=1C(=CC2=C(O[C@@H](C(N2)=O)C)N1)C(F)(F)F (R)-6-bromo-3-methyl-7-(trifluoromethyl)-1H-pyrido[2,3-b][1,4]oxazin-2(3H)-one